3-(2-{[4-(4-methylpiperazin-1-yl)phenyl]amino}-5-[2-(triisopropylsilyl)ethynyl]pyrido[2,3-d]pyrimidin-7-yl)-1,3-oxazolidin-2-one CN1CCN(CC1)C1=CC=C(C=C1)NC=1N=CC2=C(N1)N=C(C=C2C#C[Si](C(C)C)(C(C)C)C(C)C)N2C(OCC2)=O